(S,Z)-3-(6-(2-(hydroxymethyl)-4-(methoxyimino)pyrrolidine-1-carbonyl)-2-((2-methoxyethyl)amino)pyridin-3-yl)-2-methylbenzonitrile OC[C@H]1N(C\C(\C1)=N/OC)C(=O)C1=CC=C(C(=N1)NCCOC)C=1C(=C(C#N)C=CC1)C